(9aR,10S)-10-((R)-(4-Fluorophenyl)(4-(trifluoromethoxy)phenyl)methyl)-4-hydroxy-8,9,9a,10-tetrahydro-7H-pyrrolo[1',2':4,5]pyrazino[1,2-b]pyridazin-3,5-dion FC1=CC=C(C=C1)[C@H]([C@H]1[C@@H]2N(C(C=3N1N=CC(C3O)=O)=O)CCC2)C2=CC=C(C=C2)OC(F)(F)F